C12CNCC(CC1)C2NC(OC(C)(C)C)=O exo-tert-Butyl N-(3-azabicyclo[3.2.1]octan-8-yl)carbamate